(1R,5S,6r)-6-(1H-tetrazol-5-yl)-3-azabicyclo[3.1.0]Hexane TFA salt OC(=O)C(F)(F)F.N1N=NN=C1C1[C@H]2CNC[C@@H]12